C1OCC12CN(C2)C2CC1(CC2)CCN(CC1)S(=O)(=O)C=1C=C(C#N)C=C(C1)F 3-((2-(2-Oxa-6-azaspiro[3.3]heptan-6-yl)-8-azaspiro[4.5]decan-8-yl)sulfonyl)-5-fluorobenzonitrile